3-(5-(((Trans-3-(3-cyclopropyl-4-(6-(difluoromethyl)-5-fluoropyridin-2-yl)-1H-pyrazol-1-yl)cyclobutyl)methyl)amino)-1-oxoisoindolin-2-yl)piperidine-2,6-dione C1(CC1)C1=NN(C=C1C1=NC(=C(C=C1)F)C(F)F)[C@@H]1C[C@H](C1)CNC=1C=C2CN(C(C2=CC1)=O)C1C(NC(CC1)=O)=O